N-(2-cyanoethyl)-N,N-diallyl-amine C(#N)CCN(CC=C)CC=C